tert-Butyl N-[6-hydroxy-6,19-bis(trifluoromethyl)-23-oxa-3,4,22-triazatetracyclo[16.3.1.12,5.012,17]tricosa-1(22),2,4,12,14,16,18,20-octaen-21-yl]carbamate OC1(C2=NN=C(C=3C(=CC(=C(C4=CC=CC=C4CCCCC1)N3)C(F)(F)F)NC(OC(C)(C)C)=O)O2)C(F)(F)F